ClC1=NC=C2N(C(N(C2=N1)[C@H](C)C1=CC=C(C=C1)C=1N(C=C(N1)C(F)(F)F)C)=N)C 2-chloro-7-methyl-9-[(1R)-1-[4-[1-methyl-4-(trifluoromethyl)imidazol-2-yl]phenyl]ethyl]purin-8-imine